BrC(Cl)(Cl)Cl monobromochloroform